ClC=1SC(=CN1)CNC(C1=CC=C(C=C1)F)=O N-((2-chlorothiazol-5-yl)methyl)-4-fluorobenzamide